2-[[4-[(7-chloro-4-quinolyl)amino]pentyl]ethylamino]-ethanol Sulfate S(=O)(=O)(O)OCCN(CC)CCCC(C)NC1=CC=NC2=CC(=CC=C12)Cl